C12C(CC(CC1)C2)OC=2N=NNC2C(=O)O 4-(bicyclo[2.2.1]heptane-2-yloxy)-1H-1,2,3-triazole-5-carboxylic acid